N-(4-chlorophenyl)-7-(5-(trifluoromethyl)-1,2,4-oxadiazol-3-yl)imidazo[1,2-a]pyridine-2-carboxamide ClC1=CC=C(C=C1)NC(=O)C=1N=C2N(C=CC(=C2)C2=NOC(=N2)C(F)(F)F)C1